N,N-bis(cis-4-isopropylcyclohexyl)-5-(cis-4-t-pentylcyclohexylcarbonylamino)isophthalamide C(C)(C)[C@H]1CC[C@H](CC1)N(C(C1=CC(C(=O)N)=CC(=C1)NC(=O)[C@@H]1CC[C@@H](CC1)C(C)(C)CC)=O)[C@@H]1CC[C@@H](CC1)C(C)C